NC1=CC=2N(C(=N1)C=1OC(=CC1)C)N=C(N2)C(F)(F)F 7-amino-5-(5-methylfuran-2-yl)-2-(trifluoromethyl)-[1,2,4]triazolo[1,5-c]pyrimidine